2-vinyl-4,4-dimethyl-2-oxazolin-5-one C(=C)C=1OC(C(N1)(C)C)=O